C(=C)C12C(CCCC1)O2 Vinylcyclohexen oxid